(R)-4-((1-(3-(difluoromethyl)-2-fluorophenyl)ethyl)amino)-6-(1-(fluoromethyl)cyclopropyl)-2-Methyl-8-(4-methylpiperazin-1-yl)pyrido[4,3-d]pyrimidin-7(6H)-one FC(C=1C(=C(C=CC1)[C@@H](C)NC=1C=2C(N=C(N1)C)=C(C(N(C2)C2(CC2)CF)=O)N2CCN(CC2)C)F)F